2-(2-((4-methylpentyl)oxy)ethoxy)ethan-1-ol CC(CCCOCCOCCO)C